[Mg].O=O oxygen oxide Magnesium